COC1(CC2(CC(C2)C=O)C1)OC 6,6-Dimethoxyspiro[3.3]heptane-2-carbaldehyde